CC1(OB(OC1(C)C)C1=CC(=CC=C1)CSC)C 4,4,5,5-tetramethyl-2-(3-((methylthio)methyl)phenyl)-1,3,2-dioxaborolane